2-[6-chloro-5-[(2R,5S)-4-[(4-fluorophenyl)methyl]-2,5-dimethylpiperazine-1-carbonyl]-1-methylindol-3-yl]-N,N-dimethyl-2-oxoacetamide ClC1=C(C=C2C(=CN(C2=C1)C)C(C(=O)N(C)C)=O)C(=O)N1[C@@H](CN([C@H](C1)C)CC1=CC=C(C=C1)F)C